ClC1=C(C=C(C(=C1)F)OC)C1=CC=2N(C(N(C(C2S1)=O)C1=CN=CC2=CC=NC=C12)=O)CCC#N 3-[6-(2-chloro-4-fluoro-5-methoxy-phenyl)-3-(2,6-naphthyridin-4-yl)-2,4-dioxo-thieno[3,2-d]pyrimidin-1-yl]propanenitrile